2-(chloromethyl)-3-(2,2,2-trifluoroethyl)pyridine ClCC1=NC=CC=C1CC(F)(F)F